ClC=1C=C(C=CC1)N(C(=O)OCC1CCC(CC1)COCC(=O)O)C1=CC=CC=C1 2-(((1s,4s)-4-(((3-chlorophenyl)(phenyl)carbamoyloxy)methyl)cyclohexyl)methoxy)acetic acid